CC1=CC2=CC=C(C=C2C=C1C)C 2,3,6-trimethylnaphthalene